C(C)(C)(C)OC(=O)N1C(C(C2=NNC(C=3C=C(C=C1C23)F)=O)N2C(N(CC2=O)CCO)=O)C2=CC=C(C=C2)F 5-fluoro-8-(4-fluorophenyl)-9-(1-(2-hydroxyethyl)-2,4-imidazolinedione-3-yl)-8,9-dihydro-2H-pyrido[4,3,2-de]phthalazine-3(7H)-one-7-carboxylic acid tert-butyl ester